6-bromo-8-fluoro-N,N,3-trimethylimidazo[1,2-a]pyridine-2-carboxamide BrC=1C=C(C=2N(C1)C(=C(N2)C(=O)N(C)C)C)F